FC(C(=O)[O-])(F)F.FC(C(=O)[O-])(F)F.FC(C(=O)[O-])(F)F.[Bi+3] Bismuth (III) tris(trifluoroacetate)